O-(N-succinimidyl)-N,N,N',N'-tetramethyluronium hexafluorophosphate CN(C)C(=[N+](C)C)ON1C(=O)CCC1=O.F[P-](F)(F)(F)(F)F